3-(1,3-dioxo-1H-benzo[7,8]thioxantheno[2,1,9-def]isoquinolin-2(3H)-yl)-N,N-dimethylpropan-1-amine oxide O=C1N(C(C2=C3C=4C(=CC=C13)C1=C3C(=CC=C1SC4C=C2)C=CC=C3)=O)CCC[N+](C)(C)[O-]